(S)-N-(2-hydroxy-1-phenylethyl)-6-(3-(4-methoxybenzyl)ureido)spiro[3.3]heptane-2-carboxamide OC[C@H](C1=CC=CC=C1)NC(=O)C1CC2(C1)CC(C2)NC(=O)NCC2=CC=C(C=C2)OC